BrC1=C(SC=C1OCC1=C(C=C(C=C1C)F)C)C(C)(C)O 2-(3-bromo-4-((4-fluoro-2,6-dimethylbenzyl)oxy)thiophen-2-yl)propan-2-ol